FC1=C(SC=C1F)S(=O)(=O)Cl 3,4-difluorothiophene-2-sulfonyl chloride